ClC(=O)[C@](O)([C@](O)([C@H](O)COC(C)=O)C(C)=O)C(C)=O chloro-2,3,5-O-triacetyl-D-ribose